5,8-dibromo-2-phenyl-3-(3',4'-difluorophenyl)-6,7-bis(dodecyloxy)quinoxaline BrC1=C2N=C(C(=NC2=C(C(=C1OCCCCCCCCCCCC)OCCCCCCCCCCCC)Br)C1=CC=CC=C1)C1=CC(=C(C=C1)F)F